tert-butyl ((5S,8S,10aR)-8-(((R)-chroman-4-yl)carbamoyl)-3-((2-fluoroethyl)carbamoyl)-6-oxodecahydropyrrolo[1,2-a][1,5]diazocin-5-yl)carbamate O1CC[C@H](C2=CC=CC=C12)NC(=O)[C@@H]1CC[C@H]2N1C([C@H](CN(CC2)C(NCCF)=O)NC(OC(C)(C)C)=O)=O